[N+](=O)([O-])C=1C(=NNC1)C(=O)N 4-nitro-pyrazole-3-carboxamide